BrC=1C=C(C=CC1)C(C)O 1-(3-bromophenyl)-1-ethanol